C(C1=CC=CC=C1)OC1=C(N(C=CC1=O)NC(=O)OC(C)(C)C)C(=O)OCC ethyl 3-(benzyloxy)-1-((tert-butoxycarbonyl) amino)-4-oxo-1,4-dihydropyridine-2-carboxylate